C(C)NC(=S)NC(C(C1=NC=CC(=C1)C(F)(F)F)C=1C(=NC=CC1)OC)=O N-(ethylaminothiocarbonyl)-2-(2-methoxypyridin-3-yl)-2-(4-(trifluoromethyl)pyridin-2-yl)acetamide